dioxabutandione OC(C(O)=O)=O